3-(4-((7-((R)-3-(4-amino-3-(4-phenoxyphenyl)-1H-pyrazolo[3,4-d]pyrimidine-1-yl)piperidin-1-yl)-7-oxoheptyl)thio)-1-oxoisoindoline-2-yl)piperidine-2,6-dione NC1=C2C(=NC=N1)N(N=C2C2=CC=C(C=C2)OC2=CC=CC=C2)[C@H]2CN(CCC2)C(CCCCCCSC2=C1CN(C(C1=CC=C2)=O)C2C(NC(CC2)=O)=O)=O